ClC1=C(C=C(C=C1)OCC)C=1C=C2CC(C(C2=CC1)NC(O[C@@H]1CN2CCC1CC2)=O)(C)C (S)-quinuclidin-3-yl (5-(2-chloro-5-ethoxyphenyl)-2,2-dimethyl-2,3-dihydro-1H-inden-1-yl)carbamat